dodecyl 3,4,5-trihydroxybenzoate (lauryl gallate) C(CCCCCCCCCCC)C1=C(C(=O)O)C=C(C(=C1O)O)O.OC=1C=C(C(=O)OCCCCCCCCCCCC)C=C(C1O)O